1-bromo-3-(methoxymethyl)-5-(methylsulfanyl)benzene BrC1=CC(=CC(=C1)SC)COC